C(=O)C12N(CC(C1)(C2)COC2=CC(N(C=C2)C)=O)C(=O)OCC2=CC=CC=C2 benzyl 1-formyl-4-[(1-methyl-2-oxo-4-pyridyl)oxymethyl]-2-azabicyclo[2.1.1]hexane-2-carboxylate